vinylene Fluorocarbonate C(O)(=O)F.C#C